2-((3,5-dicyano-4-ethyl-6-((2-hydroxyethyl)(methyl)amino)pyridin-2-yl)sulfanyl)-2-phenylacetamide C(#N)C=1C(=NC(=C(C1CC)C#N)N(C)CCO)SC(C(=O)N)C1=CC=CC=C1